Cl.[N+](=O)([O-])C1=CC=C(C=C1)Cl 4-nitrochlorobenzene hydrochloride